C1(=CC=CC=C1)[13C]=1OC2=C(N1)C=CC(=C2)C2=CC=CC=C2 2,6-diphenylbenzoxazole-13C